1-(2-chloro-3-cyano-4-trifluoromethanesulfonyl-phenyl)-6-fluoro-1,2,3,4-tetrahydroquinoline-8-carbonitrile ClC1=C(C=CC(=C1C#N)S(=O)(=O)C(F)(F)F)N1CCCC2=CC(=CC(=C12)C#N)F